ClC1=CC=C(C=C1)[C@H](C)NC(CN1N=CC2=C(C1=O)C=CS2)=O (S)-N-1-(4-chlorophenyl)ethyl-2-(4-oxothieno[2,3-d]pyridazin-5(4H)-yl)acetamide